7-benzyl-4-hydroxy-1-(4-methoxybenzyl)-2-oxo-1,2,5,6,7,8-hexahydro-1,7-naphthyridine-3-carboxylic acid methyl ester COC(=O)C=1C(N(C=2CN(CCC2C1O)CC1=CC=CC=C1)CC1=CC=C(C=C1)OC)=O